7-[2-(1-methyl-pyrrolidin-3-yl)-ethoxy]-imidazo[1,2-a]pyridin CN1CC(CC1)CCOC1=CC=2N(C=C1)C=CN2